C(C1=CC=CC=C1)N1C[C@@]2([C@](C1)(C(N(C2=O)CC#N)=O)C)C 2-((3aR,6aS)-5-Benzyl-3a,6a-dimethyl-1,3-dioxohexahydropyrrolo[3,4-c]pyrrol-2(1H)-yl)acetonitrile